C(C)C=1NC=CC=CC1 Ethylazepine